tert-butyl (S)-(3-((2-cyano-5-(5-cyanoimidazo[1,2-a]pyridin-3-yl)-3-(methylthio)phenoxy)methyl)tetrahydrothiophen-3-yl)carbamate C(#N)C1=C(OC[C@@]2(CSCC2)NC(OC(C)(C)C)=O)C=C(C=C1SC)C1=CN=C2N1C(=CC=C2)C#N